ClP1OCC(O1)C 2-chloro-4-methyl-1,3,2-dioxaphospholane